4-(4-((1R,5S)-3,8-diazabicyclo[3.2.1]octan-3-yl)-2-((7-methyl-7-azabicyclo[2.2.1]heptan-1-yl)methoxy)quinazolin-7-yl)naphthalen-2-ol [C@H]12CN(C[C@H](CC1)N2)C2=NC(=NC1=CC(=CC=C21)C2=CC(=CC1=CC=CC=C21)O)OCC21CCC(CC2)N1C